6-((R)-1-(4-fluorophenyl)ethyl)-N-(cis-3-methoxycyclobutyl)-5-((2-(pyrrolidin-1-yl)ethyl)amino)pyrazine-2-carboxamide FC1=CC=C(C=C1)[C@@H](C)C1=C(N=CC(=N1)C(=O)N[C@@H]1C[C@@H](C1)OC)NCCN1CCCC1